C1(CCCC1)CCC(=O)NC1=C(C(=C(C(=C1F)F)C(F)(F)F)F)F 3-cyclopentyl-N-(2,3,5,6-tetrafluoro-4-(trifluoromethyl)phenyl)propanamide